diketene O=C1OC(C1)=C